[Na+].C(\C=C(/C)\CCC=C(C)C)(=O)[O-] geranic acid sodium salt